C1=CC=CC=2C3=CC=CC=C3C(C12)COC(=O)N[C@H](C(=O)N[C@@H](C(=O)O)CNC(=O)OCC[Si](C)(C)C)CNC(=O)OC(C)(C)C (R)-2-((S)-2-((((9H-fluoren-9-yl)methoxy)carbonyl)amino)-3-((tert-butoxycarbonyl)amino)propanamido)-3-(((2-(trimethylsilyl)ethoxy)carbonyl)amino)propanoic acid